ClC1=C(OC(=O)NC=2C=C3C(=CNC3=CC2)C=2CC3CCCCN3CC2)C=CC=C1 5-(2-chlorophenoxy)carbonylamino-3-(1,4,5,6,7,8,9-heptahydroquinolizin-2-yl)-1H-indole